(E)-ethyl 4-(2,6-dichloro-4-(2,4-difluorophenyl)pyridin-3-yl)-2-oxobut-3-enoate ClC1=NC(=CC(=C1/C=C/C(C(=O)OCC)=O)C1=C(C=C(C=C1)F)F)Cl